C12(CC(C1)C2)NC([C@H](CC2CCCC2)NC(=O)C=2SC(=CC2)[C@@H](CC)NC=2C(=NC=C(C2)Cl)C)=O (2S)-N-{bicyclo[1.1.1]pentan-1-yl}-2-({5-[(1R)-1-[(5-chloro-2-methylpyridin-3-yl)amino]propyl]thiophen-2-yl}formamido)-3-cyclopentylpropanamide